C(#N)C=1C=CC(=C(C1)C1=CC(=NC=C1C(=O)NC=1SC2=C(N1)CN(C2)C(=O)C2CC(C2)CC(F)F)C)OC 4-(5-Cyano-2-methoxyphenyl)-N-(5-(3-(2,2-difluoroethyl)cyclobutane-1-carbonyl)-5,6-dihydro-4H-pyrrolo[3,4-d]thiazol-2-yl)-6-methylnicotinamide